(E)-N-(2-(6-methoxy-2-oxo-2,3-dihydro-1,3-benzoxazol-3-yl)ethyl)-3-(2-pyridyl)acrylamide COC1=CC2=C(N(C(O2)=O)CCNC(\C=C\C2=NC=CC=C2)=O)C=C1